CS(=O)(=O)OCCOCCOCCOCCOCCN(C(C(COCCCCCCCC(=O)[O-])OCCCCCCCC(=O)OC\C=C/CCCCCC)=O)CCCCCCCC 8-[3-[2-[2-[2-[2-(2-methylsulfonyloxyethoxy)ethoxy]ethoxy]ethoxy]ethyl-octyl-amino]-2-[8-[(Z)-non-2-enoxy]-8-oxo-octoxy]-3-oxopropoxy]octanoate